C1(CC1)CC=1N(C(=CC1C=1SC=C(N1)C(=O)O)C1=CC(=CC=C1)C#CC=1SC(=CC1)C)CC1=NC=C(C=C1)S(N)(=O)=O 2-[2-(cyclopropylmethyl)-5-[3-[2-(5-methyl-2-thienyl)ethynyl]phenyl]-1-[(5-sulfamoyl-2-pyridyl)methyl]pyrrol-3-yl]thiazole-4-carboxylic acid